2-isopropenylnaphthalene C(=C)(C)C1=CC2=CC=CC=C2C=C1